(E)-bis(3-fluoro-5-(trifluoromethyl)phenyl)-6-nitroquinoxaline-2,3-diamine FC=1C=C(C=C(C1)C(F)(F)F)C1=C(C(=C2N=C(C(=NC2=C1)N)N)C1=CC(=CC(=C1)C(F)(F)F)F)[N+](=O)[O-]